4-((3,4-dioxo-2-((3,6,6-trimethyl-4,5,6,7-tetrahydrobenzo[b]thiophen-7-yl)amino)cyclobut-1-en-1-yl)amino)-3-hydroxy-N,N-dimethylpicolinamide O=C1C(=C(C1=O)NC1=C(C(=NC=C1)C(=O)N(C)C)O)NC1C(CCC2=C1SC=C2C)(C)C